FC(S(=O)(=O)OC1=CC=C(C=C1)[N+](=O)[O-])(F)F 4-nitrophenyl trifluoromethanesulfonate